N-[2,3-Difluoro-4-[4-(4-methylpiperazin-1-yl)-1-piperidyl]phenyl]formamide FC1=C(C=CC(=C1F)N1CCC(CC1)N1CCN(CC1)C)NC=O